[Si](C)(C)(C(C)(C)C)OC(/C=C/N(C)C)=C trans-3-(tert-butyldimethylsilyloxy)-N,N-dimethyl-1,3-butadiene-1-amine